1-(5,6-dimethyl-7,9-dihydro-8H-pyrrolo[3,4-c][1,2,4]triazolo[1,5-a]pyridin-8-yl)-2-((1S,2R)-2-(6-fluoropyridin-3-yl)cyclopropyl)ethan-1-one CC1=C(C2=C(C=3N1N=CN3)CN(C2)C(C[C@H]2[C@@H](C2)C=2C=NC(=CC2)F)=O)C